C(C)N1C(=CC=C1)C(C)=O 1-(1-ethyl-1H-pyrrol-2-yl)ethan-1-one